NC1=NOC2=C1CCC1=CC=C(C=C12)O 3-amino-4,5-dihydronaphtho[2,1-d]isoxazol-8-ol